OC1(CCN(CC1)C(=O)OC(C)(C)C)COC1=NC2=CC(=CC=C2N=C1)O tert-butyl 4-hydroxy-4-[(7-hydroxyquinoxalin-2-yl)oxymethyl]piperidine-1-carboxylate